BrC=1C=C2C(=NC=3N(C2=CC1)C=CN3)NC(C)C=3C(=C(C#N)C=CC3)C 3-[1-(7-bromo-imidazo[1,2-a]quinazolin-5-ylamino)-ethyl]-2-methyl-benzonitrile